C1(CCCCC1)CN1C=C(C2=CC=CC=C12)C(=O)NC(C(=O)OC)C(C)(C)C methyl 2-[[1-(cyclohexylmethyl)-1H-indole-3-carbonyl] amino]-3,3-dimethylbutyrate